ClC1=C(C=CC=C1)[C@@H](C(=O)OC)N1CC2=C(CC1)SC(=C2)OC(C=C(C)C)=O Methyl (S)-2-(2-chlorophenyl)-2-(2-(3-methyl-2-butenoyloxy)-6,7-dihydrothieno[3,2-c]pyridin-5(4H)-yl)-acetate